di-n-pentyl-bicyclo[2.2.1]hept-5-ene-2,3-dicarboxylic acid C(CCCC)C1=C(C2C(C(C1C2)C(=O)O)C(=O)O)CCCCC